C(C(C)C)C1=CC=C(C=C1)C(C(=O)OCC)C ethyl 2-(4-isobutyl phenyl)-propanoate